Benzyl (R)-3-isothiocyanatopiperidine-1-carboxylate N(=C=S)[C@H]1CN(CCC1)C(=O)OCC1=CC=CC=C1